C(C)(C)(C)OC(N[C@@H]1C[C@@H](CC1)OC1=C(C(=NC(=C1)C1CC1)OC)C(CC#N)=O)=O ((1S,3R)-3-((3-(2-cyanoacetyl)-6-cyclopropyl-2-methoxypyridin-4-yl)oxy)cyclopentyl)carbamic acid tert-butyl ester